Boron-oxide [B]=O